C(C)OC(CN1C[C@H]2CC[C@@H](C1)N2CC(=O)O)=O 2-((1R,5S)-3-(2-ethoxy-2-oxoethyl)-3,8-diazabicyclo[3.2.1]octan-8-yl)acetic acid